3-amino-N-[(6S)-2-[(3S,4S)-4-amino-3-(methoxymethyl)-3-methylpyrrolidin-1-yl]-5,6,7,8-tetrahydroquinolin-6-yl]-6-methylthieno[2,3-b]pyridine-2-carboxamide NC1=C(SC2=NC(=CC=C21)C)C(=O)N[C@@H]2CC=1C=CC(=NC1CC2)N2C[C@]([C@@H](C2)N)(C)COC